(S)-6-(methyl-d3)-5-(4-(1-(methyl-d3)-1H-pyrazol-4-yl)-3-(trifluoromethyl)phenyl)-3,6-dihydro-2H-1,3,4-oxadiazin-2-one-6-d C([C@]1(C(=NNC(O1)=O)C1=CC(=C(C=C1)C=1C=NN(C1)C([2H])([2H])[2H])C(F)(F)F)[2H])([2H])([2H])[2H]